propionyl-L-Valine C(CC)(=O)N[C@@H](C(C)C)C(=O)O